2-(2-(3,8-diazabicyclo[3.2.1]octan-3-yl)-7-(thiazol-2-yl)benzo[d]oxazol-4-yl)propan-2-ol C12CN(CC(CC1)N2)C=2OC1=C(N2)C(=CC=C1C=1SC=CN1)C(C)(C)O